7-bromo-4-hydroxy-1-methyl-2-oxo-1,2-dihydroquinoline-3-carbonitrile BrC1=CC=C2C(=C(C(N(C2=C1)C)=O)C#N)O